C(C)(C)(C)OC(=O)N1C2C3=C=C=CC=C3C1C(=C2C)C 9,10-dimethyl-11-azatricyclo[6.2.1.02,7]Undecene-2,4,6,9-tetraene-11-carboxylic acid tert-butyl ester